CS(=O)(=O)C=1C=C(C=NC1)C1=NC(=NC=C1C(F)(F)F)N[C@@H]1CC[C@H](CC1)N(C(OCC1(CC1)F)=O)C1=NC=C(N=C1)C=1C=NC(=NC1)OC (1-fluorocyclopropyl)methyl (trans-4-((4-(5-(methane-sulfonyl)pyridin-3-yl)-5-(trifluoromethyl)pyrimidin-2-yl)amino)cyclohexyl)(5-(2-methoxypyrimidin-5-yl)pyrazin-2-yl)carbamate